C(CCCC#C)N1C(C2=C(N(C(C2=C1C=1SC=CC1)=O)CCCCC#C)C=1SC=CC1)=O 2,5-di(hex-5-yn-1-yl)-3,6-di(thiophen-2-yl)-2,5-dihydropyrrolo[3,4-c]pyrrole-1,4-dione